6-chloro-5-((1R,2R)-2-(fluoromethyl)cyclopropyl)pyridazine ClC1=C(C=CN=N1)[C@H]1[C@@H](C1)CF